[N+](=O)([O-])C1=C(N([N+](=O)[O-])C2=CC=CC=C2)C=CC=C1 nitro-phenyl-nitro-aniline